ClC=1C=C(C(=NC1)C)N[C@@H](C)C1=CC=C(S1)C(=O)N[C@H](C(=O)NC1(CC1)C(F)(F)F)CC1CCCC1 (2S)-2-({5-[(1S)-1-[(5-chloro-2-methylpyridin-3-yl)amino]ethyl]thiophen-2-yl}formamido)-3-cyclopentyl-N-[1-(trifluoromethyl)cyclopropyl]propan-amide